[rac-(5S,7S)-7-fluoro-5-phenyl-6,7-dihydro-5H-pyrrolo[1,2-b][1,2,4]triazol-2-yl]-[rac-(1R,5R)-3-oxabicyclo[3.1.0]hexan-1-yl]methanone F[C@H]1C[C@H](N2N=C(N=C21)C(=O)[C@]21COC[C@@H]1C2)C2=CC=CC=C2 |r|